(R)-N-(3,3-difluoro-1-(oxetan-3-yl)piperidin-4-yl)-5-(1-(2,2-difluoroethyl)-1H-benzo[d][1,2,3]triazol-6-yl)-6-fluoro-4-methoxypyrrolo[2,1-f][1,2,4]triazin-7-d-2-amine FC1(CN(CC[C@H]1NC1=NN2C(C(=N1)OC)=C(C(=C2[2H])F)C=2C=CC1=C(N(N=N1)CC(F)F)C2)C2COC2)F